ClC(=C(C)C)N(C)C 1-chloro-N,N,2-trimethylprop-1-en-amine